3-(2-morpholinoethoxy)-5-nitrophenol O1CCN(CC1)CCOC=1C=C(C=C(C1)[N+](=O)[O-])O